N-((3R)-4-(4-(3-Fluoro-2-methoxyphenyl)-3-methylpiperazin-1-yl)-3-hydroxybutyl)-1-methyl-2-oxoindoline-5-carboxamide FC=1C(=C(C=CC1)N1C(CN(CC1)C[C@@H](CCNC(=O)C=1C=C2CC(N(C2=CC1)C)=O)O)C)OC